COC1(C(COCC1)=O)OC 4,4-dimethoxytetrahydropyran-3-one